methyl 1-(3-chloro-4-((3,5-difluoropyridin-2-yl)methoxy)-5',6-dimethyl-2-oxo-2H-[1,4'-bipyridin]-2'-yl)-1H-pyrazole-5-carboxylate ClC=1C(N(C(=CC1OCC1=NC=C(C=C1F)F)C)C1=CC(=NC=C1C)N1N=CC=C1C(=O)OC)=O